Propoxycarbonyl-Trifluoromethyl-Sulfonamide C(CC)OC(=O)NS(=O)(=O)C(F)(F)F